C1(=CC=CC=C1)CC(=O)OCCC12CC3CC(CC(C1)C3)C2 Phenylacetic acid, 2-(1-adamantyl)ethyl ester